1-(7-Methyl-5H-[1,3]dioxolo[4,5-f]indol-5-yl)naphthalen-2-ol CC1=CN(C=2C=C3C(=CC12)OCO3)C3=C(C=CC1=CC=CC=C31)O